FC(F)(F)C=1NC(C2=C(N1)C=NC=C2)=O (trifluoromethyl)pyrido[3,4-d]pyrimidin-4-one